ClC1=C(NC2=NN(C=3C2=NC=CC3)C)C=CC=C1C1=CC3=C(OCOC3)C=C1 3-(2-chloro-3-(1,3-benzodioxan-6-yl)anilino)-1-methylpyrazolo[4,5-b]pyridin